C1(=CC=CC=C1)NC1=CC=C2C(N(C=NC2=C1)COCC[Si](C)(C)C)=O 7-(phenylamino)-3-((2-(trimethylsilyl)ethoxy)methyl)quinazolin-4(3H)-one